Methyl 2-acetamido-1-(naphthalen-2-yl)spiro[3.3]heptane-2-carboxylate C(C)(=O)NC1(C(C2(C1)CCC2)C2=CC1=CC=CC=C1C=C2)C(=O)OC